C(C=1C(O)=CC=CC1)=NCCCCN=CC=1C(O)=CC=CC1 N,N'-bis(salicylidene)-1,4-butanediamine